4-((4-morpholino-6-((5-(5-phenyl-1,3,4-oxadiazol-2-yl)thiazol-2-yl)amino)pyrimidin-2-yl)Amino)bicyclo[2.2.2]octan-1-ol O1CCN(CC1)C1=NC(=NC(=C1)NC=1SC(=CN1)C=1OC(=NN1)C1=CC=CC=C1)NC12CCC(CC1)(CC2)O